FC1=CC=C(C=C1)[C@@H]1NCCC2=CC=C(C=C12)OCC#C (S)-1-(4-fluorophenyl)-7-(prop-2-yn-1-yloxy)-1,2,3,4-tetrahydroisoquinoline